3-cyclopropyl-4-(difluoromethyl)-1-(4-methoxybenzyl)-2-oxopyrrolidine-3-carbonitrile C1(CC1)C1(C(N(CC1C(F)F)CC1=CC=C(C=C1)OC)=O)C#N